FC(S(=O)(=O)[O-])(S(=O)(=O)[O-])F.CC1C2(CC3CC(CC1C3)C2)CC(=O)OC=2C(=C(C=CC2)[S+](C2=CC=CC=C2)C2=C(C(=CC=C2)OC(CC23C(C1CC(CC(C2)C1)C3)C)=O)OC)OC.CC3C1(CC2CC(CC3C2)C1)CC(=O)OC=1C(=C(C=CC1)[S+](C1=CC=CC=C1)C1=C(C(=CC=C1)OC(CC12C(C3CC(CC(C1)C3)C2)C)=O)OC)OC bis[bis[2-methyladamantylacetyloxy-methoxyphenyl]phenylsulfonium] perfluoromethanedisulfonate